C(C)SC1=NC(=CC(=C1C(=O)NCC1=C(C=CC=C1)C(F)(F)F)C)N1CCOCC1 2-Ethylsulfanyl-4-methyl-6-morpholin-4-yl-N-[[2-(trifluoromethyl)-phenyl]-methyl]-pyridine-3-carboxylic acid amide